1-(tert-butyl) 3-methyl (5R)-3-(1-(6-((tert-butoxycarbonyl)amino)pyridazin-3-yl)ethyl)-2-oxo-5-(trifluoromethyl)piperidine-1,3-dicarboxylate C(C)(C)(C)OC(=O)NC1=CC=C(N=N1)C(C)C1(C(N(C[C@@H](C1)C(F)(F)F)C(=O)OC(C)(C)C)=O)C(=O)OC